6-[(2S,3S,4R,5S)-5-acetamido-3,4-dihydroxy-2-propyl-1-piperidinyl]-6-oxo-hexanoic acid benzyl ester C(C1=CC=CC=C1)OC(CCCCC(=O)N1[C@H]([C@@H]([C@@H]([C@H](C1)NC(C)=O)O)O)CCC)=O